1-(4-(Trifluoromethyl)benzyl)-1H-indole FC(C1=CC=C(CN2C=CC3=CC=CC=C23)C=C1)(F)F